NC(=NS(=O)(=O)C1=CC=C(C=C1)C)C1=CC(=CC=C1)Cl N-[amino(3-chlorophenyl)methylene]-4-(methyl)benzenesulfonamide